2-[2-(2-aminoethoxy)-4-(trifluoromethyl)phenyl]-8-chloro-chromen-4-one NCCOC1=C(C=CC(=C1)C(F)(F)F)C=1OC2=C(C=CC=C2C(C1)=O)Cl